C(C1=CC=CC=C1)N1C(CCC(C1)OCC1=CC=CC=C1)=O 1-benzyl-5-(benzyloxy)piperidin-2-one